N-(4-chlorophenyl)-3-(4-(4-(2-hydroxy-prop-2-yl)-6-(trifluoromethyl)pyridin-3-yl)phenyl)oxetan-3-carboxamide MAGNESIUM HYDROGENCARBONATE C(O)([O-])=O.[Mg+2].ClC1=CC=C(C=C1)NC(=O)C1(COC1)C1=CC=C(C=C1)C=1C=NC(=CC1C(C)(C)O)C(F)(F)F.C(O)([O-])=O